FC=1C(=NC(=NC1)NC=1C=C2C=CNC2=CC1)NC1CCN(CC1)S(=O)(=O)C 5-Fluoro-N2-(1H-indol-5-yl)-N4-(1-(methylsulfonyl)piperidin-4-yl)pyrimidine-2,4-diamine